(3S)-3-(6-chloro-3-pyridyl)-8-methyl-5-oxo-6-phenyl-2,3-dihydrothiazolo[3,2-a]pyrimidin-8-ium ClC1=CC=C(C=N1)[C@H]1CSC=2N1C(C(=C[N+]2C)C2=CC=CC=C2)=O